5-phenyl-1-(4-dimethylaminoethyl-sulfonylphenyl)-3-(4-chlorophenyl)-2-pyrazoline C1(=CC=CC=C1)C1CC(=NN1C1=CC=C(C=C1)S(=O)(=O)CCN(C)C)C1=CC=C(C=C1)Cl